C1(CC1)S(=O)(=O)N1N=CC(=C1)C1=NC=CC(=N1)NC1=CC(=C(C=N1)C#CC1CS(CC1)(=O)=O)N1CCC(CC1)(C)O 3-((6-((2-(1-(cyclopropylsulfonyl)-1H-pyrazol-4-yl)pyrimidin-4-yl)amino)-4-(4-hydroxy-4-methylpiperidin-1-yl)pyridin-3-yl)ethynyl)tetrahydrothiophene-1,1-dioxide